CS(=O)(=O)C=1N=CC2=C(N1)N(C(C(=C2C#C[Si](C(C)C)(C(C)C)C(C)C)C)=O)CC2=NC=CC=C2 2-methanesulfonyl-6-methyl-8-(pyridin-2-ylmethyl)-5-[2-(triisopropylsilyl)ethynyl]pyrido[2,3-d]pyrimidin-7-one